1-hydroxy-2-chloro-6-amino-4-nitrobenzene OC1=C(C=C(C=C1N)[N+](=O)[O-])Cl